9-oxo-heptadecanedioic acid 1-(dodecane-4-yl) 17-(heptadecane-9-yl) ester CCCCCCCCC(CCCCCCCC)OC(CCCCCCCC(CCCCCCCC(=O)OC(CCC)CCCCCCCC)=O)=O